(S)-3-(4-((4-((R)-3-chloro-2-hydroxypropoxy)phenyl)sulfonyl)phenoxy)propane-1,2-diol ClC[C@@H](COC1=CC=C(C=C1)S(=O)(=O)C1=CC=C(OC[C@H](CO)O)C=C1)O